NC1(CC2=CC=CC=C2CC1)C(=O)O 2-amino-1,2,3,4-tetrahydro-2-naphthoic acid